methyl (S)-3-(2-bromo-5-chlorophenyl)-2-((tert-butoxycarbonyl)amino)propanoate BrC1=C(C=C(C=C1)Cl)C[C@@H](C(=O)OC)NC(=O)OC(C)(C)C